BrC(C)C=1C=C(C=C2C(NC(=NC12)N1CCC(CC1)(C)C)=O)C 8-(1-bromoethyl)-2-(4,4-dimethylpiperidin-1-yl)-6-methylquinazolin-4(3H)-one